octyldodecyl isoleucinate esylate S(=O)(=O)(O)CC.N[C@@H]([C@@H](C)CC)C(=O)OC(CCCCCCCCCCC)CCCCCCCC